methyl 1-(4-methoxy-2-(methoxymethoxy)phenyl)cyclopropane-1-carboxylate COC1=CC(=C(C=C1)C1(CC1)C(=O)OC)OCOC